CC1=NC=C(C=C1NC(=O)C=1N=NN2C1C=CC(=C2)C2=NN(C=C2)C2COC2)NC(CN2[C@H](CCC2)C)=O (S)-N-(2-methyl-5-(2-(2-methylpyrrolidin-1-yl)acetamido)pyridin-3-yl)-6-(1-(oxetan-3-yl)-1H-pyrazol-3-yl)-[1,2,3]triazolo[1,5-a]pyridine-3-carboxamide